Cl.C(C)(C)N(CCNC(=O)C=1SC(=CC1)C1=CC(=C(C=C1)O)OC)C(C)C N-(2-(Diisopropylamino)ethyl)-5-(4-hydroxy-3-methoxyphenyl)thiophen-2-carboxamid hydrochlorid